C(C)(C)(C)OC(NC1CCN(CC1)C1=C(C=C(C=C1)NC=1N=C(C2=C(N1)SC=C2C)NC2=NC(=CC=C2)C(C)(C)O)OC)=O tert-butyl(1-(4-((4-((6-(2-hydroxypropan-2-yl)pyridin-2-yl)amino)-5-methylthieno[2,3-d]pyrimidin-2-yl)amino)-2-methoxyphenyl)piperidin-4-yl)carbamate